(1r,4r)-5'-Bromo-4'-chloro-1',2'-dihydrospiro[cyclohexane-1,3'-pyrrolo[2,3-b]pyridine]-4-yl methanesulfonate CS(=O)(=O)OC1CCC2(CNC3=NC=C(C(=C32)Cl)Br)CC1